ClC=1C=CC2=C(N=C(O2)C2CC3(CC(C3)NC(=O)C=3OC(=CC3)CS(=O)(=O)C)C2)C1 N-[6-(5-chloro-1,3-benzoxazol-2-yl)spiro[3.3]heptan-2-yl]-5-(methylsulfonylmethyl)furan-2-carboxamide